COC1=C(C=CC=C1)C1=CC(=NC=C1C(=O)NC=1SC2=C(N1)CN(C2)C(=O)C2(CC2)C2=NC=CC=C2)C 4-(2-methoxyphenyl)-6-methyl-N-(5-(1-(pyridin-2-yl)cyclopropane-1-carbonyl)-5,6-dihydro-4H-pyrrolo[3,4-d]thiazol-2-yl)nicotinamide